BrC=1C=C2C(N(C(=NC2=CC1)[C@H](CCC)N1CCN(C[C@H](C1)CO)C)CC)=O 6-bromo-3-ethyl-2-((S)-1-((R)-6-(hydroxymethyl)-4-methyl-1,4-diazepan-1-yl)butyl)quinazolin-4(3H)-one